O=C1C(C(CCCC1)CC(=O)O)C=CCCC 3-oxo-2-(pentenyl)cycloheptaneacetic acid